2-(3-(3-(fluoro(4-methyl-4H-1,2,4-triazol-3-yl)methyl)oxetan-3-yl)phenyl)-3-oxo-7-(trifluoromethyl)isoindoline-5-carbaldehyde FC(C1(COC1)C=1C=C(C=CC1)N1CC2=C(C=C(C=C2C1=O)C=O)C(F)(F)F)C1=NN=CN1C